FC1=C(C=C2C(=NC(=NC2=C1)C)S)OC 7-fluoro-6-methoxy-2-methylquinazoline-4-thiol